(2R)-1-(methylsulfonyl)propan CS(=O)(=O)CCC